trifluoromethanesulfonate silver(I) [Ag+].FC(S(=O)(=O)[O-])(F)F